4-Amino-1-(1-chloroisoquinolin-5-yl)-2-oxo-7-(trifluoromethoxy)-1,2-dihydroquinoline-3-carboxylic acid methyl ester COC(=O)C=1C(N(C2=CC(=CC=C2C1N)OC(F)(F)F)C1=C2C=CN=C(C2=CC=C1)Cl)=O